[NH4+].C=CC1=CC=C(C=C1)S(=O)(=O)[O-] (p-styrenesulfonic acid) ammonium salt